1-(3-nitrophenyl)-1H-benzimidazole [N+](=O)([O-])C=1C=C(C=CC1)N1C=NC2=C1C=CC=C2